4-(5-chloro-2-fluoropyridin-3-yl)-4-fluoropiperidine-1-carboxylic acid tert-butyl ester C(C)(C)(C)OC(=O)N1CCC(CC1)(F)C=1C(=NC=C(C1)Cl)F